FC1=C(C(=CC(=C1)C1=NO[C@H](C1)CN1N=NC=C1)F)C1(CCS(CC1)(=O)=O)F 4-[2,6-Difluoro-4-[(5R)-5-(triazol-1-ylmethyl)-4,5-dihydroisoxazol-3-yl]phenyl]-4-fluoro-thiane 1,1-dioxide